C(C)(=O)N1C(CC2=CC=CC(=C12)NS(=O)(=O)C1=CC=C(C=C1)C)C N-(1-acetyl-2-methylindolin-7-yl)-4-methylbenzenesulfonamide